N1(CCCCC1)CCCOC1=CC=C(C=C1)C=1N(C2=CC=CC=C2C(C1OC)=O)C 2-(4-(3-(piperidin-1-yl)propoxy)phenyl)-3-methoxy-1-methylquinolin-4(1H)-one